3-((7-(5-Bromo-1H-pyrazol-4-yl)-4-oxoquinazolin-3(4H)-yl)methyl)-N-(methyl-d3)benzamide BrC1=C(C=NN1)C1=CC=C2C(N(C=NC2=C1)CC=1C=C(C(=O)NC([2H])([2H])[2H])C=CC1)=O